CC=1C(=C2C=NN(C2=CC1)C1OCCCC1)C1=C(C=C2C(=NC(=NC2=C1OCC(F)(F)F)OC1CCNCC1)N1CCC2(CN(C2)C(=O)OC(C)(C)C)CC1)C=C tert-butyl 7-{7-[5-methyl-1-(tetrahydro-2H-pyran-2-yl)-1H-indazol-4-yl]-2-(piperidin-4-yloxy)-8-(2,2,2-trifluoroethoxy)-6-vinylquinazolin-4-yl}-2,7-diazaspiro[3.5]nonane-2-carboxylate